2-Aminomethyl-1,3-propanediol NCC(CO)CO